2-(4-(9,10-di(naphthalen-2-yl)anthracen-2-yl)phenyl)-1-phenyl-1H-phenanthrene C1=C(C=CC2=CC=CC=C12)C=1C2=CC=CC=C2C(=C2C=CC(=CC12)C1=CC=C(C=C1)C1C(C=2C=CC3=CC=CC=C3C2C=C1)C1=CC=CC=C1)C1=CC2=CC=CC=C2C=C1